(S)-3-(1H-Benzo[d]imidazol-5-yl)-4-(4-(4,4-difluorocyclohexyl)phenyl)oxazolidin-2-on N1C=NC2=C1C=CC(=C2)N2C(OC[C@@H]2C2=CC=C(C=C2)C2CCC(CC2)(F)F)=O